5-(4-fluoro-1-(2-fluoroethyl)-2-methyl-1H-benzo[d]imidazol-6-yl)-4-methoxy-N-(2-oxaspiro[3.5]nonan-7-yl)pyrrolo[2,1-f][1,2,4]triazin-2-amine FC1=CC(=CC=2N(C(=NC21)C)CCF)C=2C=CN1N=C(N=C(C12)OC)NC1CCC2(COC2)CC1